4-(5-methoxypyridin-2-yl)-1-methyl-1H-pyrazole-3-carboxylic acid COC=1C=CC(=NC1)C=1C(=NN(C1)C)C(=O)O